FC=1C(=CC(=C(C(=O)NC2=C(C=CC=C2C)F)C1)O[C@H](C(F)(F)F)C)N1N=C(N(C1=O)C(C)C)C 5-fluoro-N-(2-fluoro-6-methylphenyl)-4-[3-methyl-5-oxo-4-(prop-2-yl)-4,5-dihydro-1H-1,2,4-triazol-1-yl]-2-{[(2S)-1,1,1-trifluoropropan-2-yl]oxy}benzamide